NC=1C(=NC2=C(C(=C(C=C2C1NC1C2CN(C1C2)C(=O)OC(C)(C)C)I)Br)F)N2CC(C2)N(C)C tert-butyl {endo}-5-((3-amino-7-bromo-2-(3-(dimethylamino)azetidin-1-yl)-8-fluoro-6-iodoquinolin-4-yl)amino)-2-azabicyclo[2.1.1]hexane-2-carboxylate